2-[4-[[[6-[cyclopropyl-[[6-(trifluoromethyl)-3-pyridyl]methyl]amino]-5-fluoro-pyrimidin-4-yl]amino]methyl]phenyl]acetamide C1(CC1)N(C1=C(C(=NC=N1)NCC1=CC=C(C=C1)CC(=O)N)F)CC=1C=NC(=CC1)C(F)(F)F